BrCCCCCC(O[Si](OCCCCCCCC)(C)C)OCCCCCCCC 12-(5-bromopentyl)-10,10-dimethyl-9,11,13-trioxa-10-silahenicosane